O=[As]C1=CC=C(C=C1)NC(=O)C1=CSC=C1 N-(4-(oxoarsanyl)phenyl)thiophene-3-carboxamide